CC(C)N1N=NC2=C1C=CC(=C2)C2=NOC(=N2)C21C3C4C5C3C1C5C42C(=O)[O-] 8-{3-[1-(propan-2-yl)-1H-1,2,3-benzotriazol-5-yl]-1,2,4-oxadiazol-5-yl}cubane-1-carboxylate